FC(C=1N=C2N(C=C(C=C2C(C)O)C(=O)O)C1)F 2-(difluoromethyl)-8-(1-hydroxyethyl)imidazo[1,2-a]pyridine-6-carboxylic acid